FC(C1=C(C=CC(=C1)C(F)(F)F)[C@H](C)N1N=CC(=C1)NC(=O)C1=NOC(=C1)C=1OC=CC1)(F)F |r| (S)- and (R)-N-(1-(1-(2,4-bis(trifluoromethyl)phenyl)ethyl)-1H-pyrazol-4-yl)-5-(furan-2-yl)isoxazole-3-carboxamide